C(C)OC(=O)[C@H]1[C@H]2CC[C@@H](CN1)N2 (1R,2R,5S)-3,8-diazabicyclo[3.2.1]octane-2-carboxylic acid ethyl ester